1,1,1-trichloro-2,2-dimethylpropane ClC(C(C)(C)C)(Cl)Cl